2-(5-Chloropyridin-3-yl)-N-[(3S)-9-fluoro-2-oxo-5-phenyl-1,3-dihydro-1,4-benzodiazepin-3-yl]pyrazolo[1,5-a]pyrimidine ClC=1C=C(C=NC1)C1N(N2C(N=CC=C2)=C1)[C@H]1C(NC2=C(C(=N1)C1=CC=CC=C1)C=CC=C2F)=O